2-(4,7-dichloro-6-(4-(rac-(3R,4R)-3-fluoropiperidin-4-yl)phenyl)-2H-indazol-2-yl)-2-((R)-6-fluoro-6,7-dihydro-5H-pyrrolo[1,2-c]imidazol-1-yl)-N-(thiazol-2-yl)acetamide ClC=1C2=CN(N=C2C(=C(C1)C1=CC=C(C=C1)[C@@H]1[C@H](CNCC1)F)Cl)C(C(=O)NC=1SC=CN1)C1=C2N(C=N1)C[C@@H](C2)F |&1:16,17|